4-[(E) and (Z)-3-ethoxy-1-(4-fluorophenyl)-3-oxo-prop-1-enyl]piperidine-1-carboxylic acid tert-butyl ester C(C)(C)(C)OC(=O)N1CCC(CC1)C(=CC(=O)OCC)C1=CC=C(C=C1)F